2-(2,5-dichlorobenzyl)-4-(1-naphthyl)imidazole ClC1=C(CC=2NC=C(N2)C2=CC=CC3=CC=CC=C23)C=C(C=C1)Cl